NCC(CN1N=C2C(C(N(CC2)CC)=O)=C1)=CF 2-(2-(aminomethyl)-3-fluoroallyl)-5-ethyl-2,5,6,7-tetrahydro-4H-pyrazolo[4,3-c]pyridin-4-one